3,3-dimethylcyclobutan-1-one CC1(CC(C1)=O)C